1-(2,6-dichlorophenyl)-4-((5-(3-fluoroazetidine-1-carbonyl)pyridin-2-yl)amino)-1H-pyrazole-3-carboxamide ClC1=C(C(=CC=C1)Cl)N1N=C(C(=C1)NC1=NC=C(C=C1)C(=O)N1CC(C1)F)C(=O)N